6-chloro-N-[5-(cyanomethoxy)-4,6-dimethoxy-pyrimidin-2-yl]-7-(2-pyrimidyl)-1H-indole-3-sulfonamide ClC1=CC=C2C(=CNC2=C1C1=NC=CC=N1)S(=O)(=O)NC1=NC(=C(C(=N1)OC)OCC#N)OC